5-chloro-4-nitro-1-(1-(oxetan-3-yl)azetidin-3-yl)-1H-pyrazole ClC1=C(C=NN1C1CN(C1)C1COC1)[N+](=O)[O-]